OCC1=C(OC=2C=CC3=CN(N=C3C21)CC2=NC=CC=C2)C(=O)NC[C@H]2OCCC2 8-(hydroxymethyl)-2-(pyridin-2-ylmethyl)-N-[(2S)-tetrahydrofuran-2-ylmethyl]-2H-furo[2,3-g]indazole-7-carboxamide